Trans-4-[[1-[5-[(1S)-1-(2,2-difluoro-1,3-benzodioxol-5-yl)ethoxy]-3-pyridinyl]-3-(trifluoromethyl)-5,6-dihydro-4H-pyrazolo[3,4-b]pyridin-7-yl]methyl]cyclohexanecarboxylic acid FC1(OC2=C(O1)C=CC(=C2)[C@H](C)OC=2C=C(C=NC2)N2N=C(C1=C2N(CCC1)C[C@@H]1CC[C@H](CC1)C(=O)O)C(F)(F)F)F